methyl[2-(prop-2-yn-1-yloxy)ethyl]amine hydrochloride Cl.CNCCOCC#C